NCCOC=1C(=NC(=NC1Cl)Cl)N[C@@H]1CCC=2NC3=CC=CC=C3C2C1 (3R)-N-[5-(2-aminoethoxy)-2,6-dichloro-pyrimidin-4-yl]-2,3,4,9-tetrahydro-1H-carbazol-3-amine